2-[(2,4-dihydroxyphenyl)methyl]-6-methylphenol OC1=C(C=CC(=C1)O)CC1=C(C(=CC=C1)C)O